C(C)OC1=NC(N(C=N1)C1C(C(C(C1)COCC1=CC=CC=C1)OCC1=CC=CC=C1)OCC1=CC=CC=C1)=O 4-ethoxy-1-[(1'r,2's,3'r,4'r)-2',3'-bis(benzyloxy)-4'-((benzyloxy)methyl)-cyclopentyl]-1H-[1,3,5]-triazin-2-one